(S)-2-((5-(2-(6-(dimethylamino)-2-methylhexan-3-yl)-2,6-diazaspiro[3.4]octan-6-yl)-1,2,4-triazin-6-yl)oxy)-5-fluoro-N,N-diisopropylbenzamide fumarate C(\C=C\C(=O)O)(=O)O.CN(CCC[C@@H](C(C)C)N1CC2(C1)CN(CC2)C=2N=CN=NC2OC2=C(C(=O)N(C(C)C)C(C)C)C=C(C=C2)F)C